methyl thiolactate C(C(O)C)(=S)OC